lithium (1+) methyl [(dimethoxyphosphoryl) methyl] phosphonate P(OC)(OCP(=O)(OC)OC)=O.[Li+]